3-(4-hydroxyindan-5-yl)-6-[[(3R)-1-(3-hydroxypropyl)-3-piperidyl]amino]-4-methyl-1,2,4-triazin-5-one OC1=C2CCCC2=CC=C1C1=NN=C(C(N1C)=O)N[C@H]1CN(CCC1)CCCO